ClN1C(=C(C2=CC(=CC=C12)OC(F)F)N1C=NC=C1)C1=NN=C(N1)C(F)(F)F chloro-5-(difluoromethoxy)-3-(1H-imidazol-1-yl)-2-(5-(trifluoromethyl)-4H-1,2,4-triazol-3-yl)-1H-indole